1-phenyl-1,3-dicarbanonaborane C1(=CC=CC=C1)CBCBBBBBB